BrC1=CC2=C(N=C(N=C2N)NC2CCN(CC2)C)N=C1C 6-bromo-7-methyl-N2-(1-methylpiperidin-4-yl)pyrido[2,3-d]pyrimidine-2,4-diamine